C(C(C)C)N1CCC(CC1)C1=NNC=C1CC(CNC)NC 1-((3-(1-isobutylpiperidin-4-yl)-1H-pyrazol-4-yl)methyl)-N1,N2-dimethylethane-1,2-diamine